bismuth(III) ethyl hexanoate C(CCCCC)(=O)OCC.[Bi+3]